1-((1S,4S)-5-(4-((2,3-difluoro-4-(1-methylcyclopropoxy)phenyl)amino)pyrido[3,2-d]pyrimidin-6-yl)-2,5-diazabicyclo[2.2.1]heptan-2-yl)prop-2-en-1-one FC1=C(C=CC(=C1F)OC1(CC1)C)NC=1C2=C(N=CN1)C=CC(=N2)N2[C@@H]1CN([C@H](C2)C1)C(C=C)=O